C(CCC(=O)OCCCCOC=C)(=O)OCCCCOC=C bis[(vinyloxy)butyl] succinate